ClC1=C(C=CC(=C1)OC)C=1CCCC2=C(C1C1=CC=C(C=C1)CC1CN(C1)CCCF)C=CC=C2 8-(2-Chloro-4-methoxyphenyl)-9-(4-((1-(3-fluoropropyl)azetidin-3-yl)methyl)phenyl)-6,7-dihydro-5H-benzo[7]annulen